C(C)(=O)NC1CC(NC(C1)(C)C)(C)C 4-Acetamido-2,2,6,6-tetramethylpiperidin